4-Chlorobenzoic acid hydrazide ClC1=CC=C(C(=O)NN)C=C1